C(C)(C)(C)C=1OC=C(N1)C(=O)O 2-(tert-butyl)oxazole-4-carboxylic acid